FC(C(=O)NC1=C(C=CC=C1)C=1C2=CC=C(N2)C(=C2C=CC(C(=C3C=CC(=C(C=4C=CC1N4)C4=C(C=CC=C4)NC(C(C(F)(F)F)(F)OC(C(C(F)(F)F)(F)F)(F)F)=O)N3)C3=C(C=CC=C3)NC(C(C(F)(F)F)(F)OC(C(C(F)(F)F)(F)F)(F)F)=O)=N2)C2=C(C=CC=C2)NC(C(C(F)(F)F)(F)OC(C(C(F)(F)F)(F)F)(F)F)=O)(C(F)(F)F)OC(C(C(F)(F)F)(F)F)(F)F 5,10,15,20-tetrakis(2-(2,3,3,3-tetrafluoro-2-(heptafluoropropoxy)propanoylamino)phenyl)porphyrin